ClC1=NN=C2N1C1=CC=CC=C1C(=N2)N(CC)C2=CC(=CC=C2)C=2C=NC(=CC2)C(F)F chloro-N-[3-[6-(difluoromethyl)-3-pyridinyl]phenyl]-N-ethyl-[1,2,4]triazolo[4,3-a]quinazolin-5-amine